C1(=CC=CC=C1)NC(=S)N phenyl-thiourea